1H-4-oxa-1,5-diaza-naphthalen-2-one N1C(COC2=NC=CC=C12)=O